N1CC(C1)C(C(F)(F)F)C(F)(F)F 2-(azetidin-3-yl)-1,1,1,3,3,3-hexafluoropropan